ONC(=O)N HYDROXYUREA